N-(3-(2-(4-(2,3-dichlorophenyl)piperazine-1-yl)ethyl)cyclobutyl)-1H-indole-2-formamide ClC1=C(C=CC=C1Cl)N1CCN(CC1)CCC1CC(C1)NC(=O)C=1NC2=CC=CC=C2C1